12-Hydroxy-docos-14-enoic acid OC(CCCCCCCCCCC(=O)O)CC=CCCCCCCC